1,3-cyclohexadienyl carbamate C(N)(OC1=CC=CCC1)=O